FC1=CC=C(C=C1)C1=NNC=C1C1=C2N=C(N(C2=NC=N1)CC1=CC=C(C=C1)OC)C1=CC=CC=C1 6-(3-(4-fluorophenyl)-1H-pyrazol-4-yl)-9-(4-methoxybenzyl)-8-phenyl-9H-purine